OC1(COC1)C1=C(C=C(S1)C1=CC=NC=N1)OC 6-[5-(3-hydroxy-oxetan-3-yl)-4-methoxy-thiophen-2-yl]-pyrimidin